C(=O)(O)C1=C(C(=C(C(=O)O)C=C1)CC1=CC=CC=C1)C(=O)O dicarboxybenzyl-benzoic acid